4-octyl-aniline C(CCCCCCC)C1=CC=C(N)C=C1